5-((3-(trans-3-(3-cyclopropyl-4-(7-(piperidin-4-yloxy)quinoxalin-2-yl)-1H-pyrazol-1-yl)cyclobutyl)propyl)amino)-2-(2,6-dioxopiperidin-3-yl)isoindoline-1,3-dione C1(CC1)C1=NN(C=C1C1=NC2=CC(=CC=C2N=C1)OC1CCNCC1)[C@@H]1C[C@H](C1)CCCNC=1C=C2C(N(C(C2=CC1)=O)C1C(NC(CC1)=O)=O)=O